(s)-N1-(18-methyl-15-oxo-16-(4-(4-sulfamoylphenyl)-1H-1,2,3-triazol-1-yl)-4,7,10-trioxa-14-azanonadecyl)-N4-(6-(6-(pyridin-2-yl)-1,2,4,5-tetrazin-3-yl)pyridin-3-yl)succinamide CC(C[C@@H](C(NCCCOCCOCCOCCCNC(CCC(=O)NC=1C=NC(=CC1)C=1N=NC(=NN1)C1=NC=CC=C1)=O)=O)N1N=NC(=C1)C1=CC=C(C=C1)S(N)(=O)=O)C